BrC=1C(N(C(=CC1OCC1=C(C=C(C=C1)F)F)C)C=1C=C(C(=O)NC)C=CC1C)=O 3-[3-bromo-4-(2,4-difluoro-benzyloxy)-6-methyl-2-oxo-2H-pyridin-1-yl]-4,N-dimethyl-benzamide